NC1=NC=CS1 aminothiazole